C(C=C)(=O)N1C[C@@H](C[C@@H]1COC)N1C(=C(C2=C1N=CN=C2N)C(=O)N[C@H](C)C2=CC=CC=C2)C#CC2CC2 7-((3R,5R)-1-propenoyl-5-(methoxymethyl)pyrrolidin-3-yl)-4-amino-6-(cyclopropylethynyl)-N-((R)-1-phenylethyl)-7H-pyrrolo[2,3-d]pyrimidine-5-carboxamide